C(C)C1=NC=C(C(=C1)C1=CC(=NN1COCC[Si](C)(C)C)C(=O)N1C2(CC2)CC(CC1)C(=O)O)F 4-[5-(2-ethyl-5-fluoropyridin-4-yl)-1-{[2-(trimethylsilyl)ethoxy]methyl}pyrazole-3-carbonyl]-4-azaspiro[2.5]octane-7-carboxylic acid